NC=1C=2N(C3=CC(=CC=C3N1)C(=O)N(C)[C@@H]1COC3=C1C=CC(=C3)Br)C(=NC2)C (S)-4-amino-N-(6-bromo-2,3-dihydrobenzofuran-3-yl)-N,1-dimethylimidazo[1,5-a]quinoxaline-8-carboxamide